3-(3-aminophenyl)-N-(3-pyridylmethyl)pyrazolo[1,5-a]pyrimidin-5-amine NC=1C=C(C=CC1)C=1C=NN2C1N=C(C=C2)NCC=2C=NC=CC2